FC1=CC=C(C=C1)C(N)C=1C=NC(=NC1)N1CCN(CC1)C=1C=NN2C1C=CC(=C2)C=2C=NN(C2)C 1-(4-fluorophenyl)-1-(2-{4-[6-(1-methyl-1H-pyrazol-4-yl)pyrazolo[1,5-a]pyridin-3-yl]piperazin-1-yl}pyrimidin-5-yl)methanamine